C1(CC1)NC1CCC(CC1)OC=1N=C(SC1C(=O)N)C 4-((4-(cyclopropylamino)cyclohexyl)oxy)-2-methylthiazole-5-carboxamide